1,3-dihydrobenzimidazol-2-one hydrochloride Cl.N1C(NC2=C1C=CC=C2)=O